3-(5-(4-((methyl(thiazol-2-ylmethyl)amino)methyl)pyridin-2-yl)-1-oxoisoindolin-2-yl)piperidine-2,6-dione CN(CC=1SC=CN1)CC1=CC(=NC=C1)C=1C=C2CN(C(C2=CC1)=O)C1C(NC(CC1)=O)=O